C(C)(C)C1=CC2=CC=CC=C2C=C1 2-Isopropylnaphthalene